(5-amino-1-{6-[(2,6-difluorophenyl)oxy]-4-methylpyridin-3-yl}pyrazol-4-yl)[6-(1-methylazetidin-3-yl)-5,6,7,8-tetrahydro-1H-pyrrolo[2,3-g]isoquinolin-2-yl]methanone NC1=C(C=NN1C=1C=NC(=CC1C)OC1=C(C=CC=C1F)F)C(=O)C1=CC=2C(=CC=3CCN(CC3C2)C2CN(C2)C)N1